((1H-imidazol-2-yl)methyl)phenol N1C(=NC=C1)CC1=C(C=CC=C1)O